N1(C)C(=O)N(C)C=2N=CN(C2C1=O)CC(=O)O Theophylline-7-Acetic Acid